5-((7-methyl-2,7-diazaspiro[3.5]nonan-2-yl)methyl)pyridin CN1CCC2(CN(C2)CC=2C=CC=NC2)CC1